Methyl (2RS)-2-(6-bromo-7-chloro-indazol-2-yl)-2-phenyl-acetate BrC=1C=CC2=CN(N=C2C1Cl)[C@@H](C(=O)OC)C1=CC=CC=C1 |r|